C(#C)C1=CC=C(C=C1)C(C)NC(OC(C)(C)C)=O tert-butyl (1-(4-ethynylphenyl)ethyl)carbamate